N-(4-bromo-7-(4-(trifluoromethoxy)phenyl)-2,3-dihydrobenzofuran-5-yl)acetamide BrC1=C(C=C(C2=C1CCO2)C2=CC=C(C=C2)OC(F)(F)F)NC(C)=O